OCCOCCNC(=O)C1=CC2=C(N(C(=N2)NC=2SC3=C(N2)C=CC(=C3)Cl)C)C=C1 2-(6-Chloro-benzothiazol-2-ylamino)-1-methyl-1H-benzoimidazole-5-carboxylic acid [2-(2-hydroxy-ethoxy)-ethyl]-amide